iron (ii) sulfate S(=O)(=O)([O-])[O-].[Fe+2]